(2R,3S)-3-methyl-N-((1S,3R)-3-((6-(1-methyl-1H-pyrazol-4-yl)pyrazolo[1,5-a]pyrazin-4-yl)oxy)cyclopentyl)oxirane-2-carboxamide C[C@H]1[C@@H](O1)C(=O)N[C@@H]1C[C@@H](CC1)OC=1C=2N(C=C(N1)C=1C=NN(C1)C)N=CC2